NC1=C(SC2=NC(=CC=C21)C)C(=O)N[C@@H]2CC=1C=NC(=C(C1OC2)F)N2CC1CCC(C2)N1C(=O)OC(C)(C)C Tert-Butyl 3-((R)-3-(3-amino-6-methylthieno[2,3-b]pyridine-2-carboxamido)-8-fluoro-3,4-dihydro-2H-pyrano[3,2-c]pyridin-7-yl)-3,8-diazabicyclo[3.2.1]octane-8-carboxylate